2-(2-((6-(1-aminoisoquinolin-5-yl)-4-fluoro-2,3-dihydro-1H-inden-1-yl)oxy)phenyl)acetic acid NC1=NC=CC2=C(C=CC=C12)C1=CC(=C2CCC(C2=C1)OC1=C(C=CC=C1)CC(=O)O)F